4-(4-chlorophenyl)-5-(cyclopropylmethyl)-2-(2-methyl-2H-indazol-5-yl)-2,7-dihydro-3H-imidazo[4,5-c]pyridazine-3,6(5H)-dione ClC1=CC=C(C=C1)C1=C2C(=NN(C1=O)C1=CC3=CN(N=C3C=C1)C)NC(N2CC2CC2)=O